BrC1=NC(=NC(=C1)Br)C 4,6-dibromo-2-methylpyrimidine